Cl.Cl.N[C@H](C(=O)OCC1=CC(=NC(=C1)Cl)Cl)CCCN (2,6-Dichloropyridin-4-yl)methyl (S)-2,5-diaminopentanoate dihydrochloride